methyl 2-(1-(tert-butoxycarbonyl)piperidin-4-yl)-6-(6-(trifluoromethyl)picolinamido)imidazo[1,2-a]pyridine-7-carboxylate C(C)(C)(C)OC(=O)N1CCC(CC1)C=1N=C2N(C=C(C(=C2)C(=O)OC)NC(C2=NC(=CC=C2)C(F)(F)F)=O)C1